3-[(2,6-Diethylphenoxypropylsulfanyl)methyl]-1H-1,2,4-triazole-5(4H)-thione C(C)C1=C(OCCCSCC2=NNC(N2)=S)C(=CC=C1)CC